NC1=C(SC2=NC(=CC=C21)C)C(=O)N[C@@H]2CC1=C(C=C(C(=C1CC2)C#N)N2CC1CNCC(C2)O1)F 3-amino-N-[(2S)-5-cyano-8-fluoro-6-{9-oxa-3,7-diazabicyclo[3.3.1]nonan-3-yl}-1,2,3,4-tetrahydronaphthalen-2-yl]-6-methylthieno[2,3-b]pyridine-2-carboxamide